IC=1C=C2C(=NC1N)CCC2 3-iodo-6,7-dihydro-5H-cyclopenta[b]pyridin-2-amine